N[O-].P phosphine aminoxide